C1(=CC=CC=2C(=CC=CC12)C(=O)F)C(=O)F naphthalene-1,5-dicarboxylic fluoride